Rac-(4-amino-7-fluoro-1,3-dihydrofuro[3,4-c]quinolin-8-yl)((2s,5r)-5-methyl-2-(2-methyl-2H-indazol-6-yl)piperidin-1-yl)methanone NC1=NC=2C=C(C(=CC2C2=C1COC2)C(=O)N2[C@@H](CC[C@H](C2)C)C=2C=CC1=CN(N=C1C2)C)F |r|